1,7-naphthyridin-4-amine N1=CC=C(C2=CC=NC=C12)N